(R)-3-(2-((S)-4-benzyl-2-oxooxazolidin-3-yl)-2-oxoethyl)pyrrolidine-1-carboxylic acid tert-butyl ester C(C)(C)(C)OC(=O)N1C[C@H](CC1)CC(=O)N1C(OC[C@@H]1CC1=CC=CC=C1)=O